3,4-dihydroxy-beta-phenylethylamine OC=1C=C(C=CC1O)CCN